boron fluorine dipyrrole N1C=CC=C1.N1C=CC=C1.[F].[B]